di(1-ethyl-3-methylimidazole) (4-methoxycarbonylphenyl)phosphonate COC(=O)C1=CC=C(C=C1)P(O)(O)=O.C(C)N1CN(C=C1)C.C(C)N1CN(C=C1)C